3-(4-(aminomethyl)phenyl)-6-((1-(2-fluoro-4-(4-methylthiophen-2-yl)benzyl)-4-hydroxypiperidin-4-yl)methyl)-2-methyl-2,6-dihydro-7H-pyrazolo[4,3-d]pyrimidin-7-one dihydrochloride Cl.Cl.NCC1=CC=C(C=C1)C=1N(N=C2C1N=CN(C2=O)CC2(CCN(CC2)CC2=C(C=C(C=C2)C=2SC=C(C2)C)F)O)C